5-(4-carboxy-2,5-dihydroxybenzoylamino)isophthalic acid C(=O)(O)C1=CC(=C(C(=O)NC=2C=C(C=C(C(=O)O)C2)C(=O)O)C=C1O)O